C(CCCCCC)NC(N[C@H](CN1C=NC(=C1)C1=CC=C(C(=O)N2C[C@H]([C@@H](C2)C(=O)N[C@@H]2[C@H](C2)C2=CC=CC=C2)C(=O)N[C@@H]2[C@H](C2)C2=CC=CC=C2)C=C1)C(=O)NCCCCCC)=O (3S,4S)-1-(4-(1-((R)-2-(3-heptylureido)-3-(hexylamino)-3-oxopropyl)-1H-imidazol-4-yl)benzoyl)-N3,N4-bis((1S,2R)-2-phenylcyclopropyl)pyrrolidine-3,4-dicarboxamide